ClP(C1=CC=C(C#N)C=C1)Cl 4-(dichlorophosphaneyl)benzonitrile